O1C=C(C=C1)C=1C=CC2=C(N(C(=N2)C2=NN(C3=CC=C(C=C23)C(=O)OC)COCC[Si](C)(C)C)COCC[Si](C)(C)C)C1 methyl 3-(6-(furan-3-yl)-1-((2-(trimethylsilyl)ethoxy)methyl)-1H-benzo[d]imidazol-2-yl)-1-((2-(trimethylsilyl)ethoxy)methyl)-1H-indazole-5-carboxylate